1-[1H-pyrazolo[3,4-d]Pyrimidin-4-yl]Piperidine-4-carboxamide N1N=CC=2C1=NC=NC2N2CCC(CC2)C(=O)N